3-(((R)-1-(6-((S)-5-Benzyl-3-methyl-2-oxoimidazolidin-1-yl)-4-methylpyridin-2-yl)ethyl)amino)-6-chloropicolinic acid C(C1=CC=CC=C1)[C@H]1CN(C(N1C1=CC(=CC(=N1)[C@@H](C)NC=1C(=NC(=CC1)Cl)C(=O)O)C)=O)C